CN1C(C=C(C2=CC=CC=C12)C1=CC=C(C=C1)C(C)(C)C)[O-] 1-methyl-4-(4-tert-butyl-phenyl)quinolinolate